3-(2-methoxyquinolin-6-yl)-N-methyl-4-[4-(trifluoromethyl)phenoxy]benzene-1-sulfonamide COC1=NC2=CC=C(C=C2C=C1)C=1C=C(C=CC1OC1=CC=C(C=C1)C(F)(F)F)S(=O)(=O)NC